4-bromo-3-(trifluoromethyl)-1H-indazole BrC1=C2C(=NNC2=CC=C1)C(F)(F)F